OC1=C(C=C(C=C1C(C)(C)C)C(C)(C)C)N1N=C2C(=N1)C=CC(=C2)Cl 2-(2'-hydroxyl-3',5'-diTert-butylphenyl)-5-chlorobenzotriazole